6-bromo-2-naphthol BrC=1C=C2C=CC(=CC2=CC1)O